C(CCCCCCCC=CC)O 9-undecen-1-ol